Ethyl 5-amino-1-(ethoxymethyl)-1H-indole-2-carboxylate NC=1C=C2C=C(N(C2=CC1)COCC)C(=O)OCC